(R)-2-(6-(3-Fluoropyrrolidin-1-yl)pyridin-3-yl)-5-(5-((2-(trimethylsilyl)ethoxy)methoxy)pyridin-2-yl)-5,6-dihydropyrrolo[3,4-c]pyrazol-4(2H)-one F[C@H]1CN(CC1)C1=CC=C(C=N1)N1N=C2C(=C1)C(N(C2)C2=NC=C(C=C2)OCOCC[Si](C)(C)C)=O